C(C)(C)(C)OC(=O)N(C1=C(C(=NN1[C@H]1C[C@H](N(C1)C(=O)OC(C)(C)C)C)C#C[Si](C)(C)C)C#N)C tert-butyl (2R,4S)-4-{5-[(tert-butoxycarbonyl) (methyl) amino]-4-cyano-3-[2-(trimethylsilyl) ethynyl] pyrazol-1-yl}-2-methylpyrrolidine-1-carboxylate